Methyl (S)-3-(4-(benzyloxy)phenyl)-2-(2-(1-(3-(pyridin-2-yl)propanoyl)piperidin-4-yl)acetamido)propanoate C(C1=CC=CC=C1)OC1=CC=C(C=C1)C[C@@H](C(=O)OC)NC(CC1CCN(CC1)C(CCC1=NC=CC=C1)=O)=O